CC=1C=NC=C(C1OC=1C=C2C=NN(C2=CC1C=1C2=C(C(N(C1)C)=O)NC(=C2)C(=O)NCC)CC(C)(C)O)C 4-(5-((3,5-dimethylpyridin-4-yl)oxy)-1-(2-hydroxy-2-methylpropyl)-1H-indazol-6-yl)-N-ethyl-6-methyl-7-oxo-6,7-dihydro-1H-pyrrolo[2,3-c]pyridine-2-carboxamide